6-bromo-2-fluoropyridin-3-amine BrC1=CC=C(C(=N1)F)N